C(C1=CC=CC=C1)OC(=O)N[C@H](C(=O)OCC1=CC=CC=C1)CCC(=O)NC1CC1 (S)-benzyl 2-(((benzyloxy)carbonyl)amino)-5-(cyclopropylamino)-5-oxopentanoate